C(C)(C)(C)OC(=O)N1CCN(CC1)C1=NC=C(C=C1C=1SC=NN1)F.BrC=1C=CC(=NC1)C(=O)[C@H]1COCC1 |r| rac-(5-bromopyridin-2-yl)(tetrahydrofuran-3-yl)methanone tert-butyl-4-[5-fluoro-3-(1,3,4-thiadiazol-2-yl)-2-pyridyl]piperazine-1-carboxylate